C(C)(C)(C)N1N=C(C=C1NC1=CC=CC(=N1)C(=O)NC)[C@@H]1C[C@@H](CC1)O 6-[[2-tert-butyl-5-[(1S,3R)-3-hydroxycyclopentyl]pyrazol-3-yl]amino]-N-methyl-pyridine-2-carboxamide